Phenyl-piperazinyl-beta-carboline C1(=CC=CC=C1)C=1N=C(C=2NC3=CC=CC=C3C2C1)N1CCNCC1